Phenyl-sulfonimidoyl fluoride C1(=CC=CC=C1)S(=O)(=N)F